bis(2-amino-5-mercapto-1,3,4-thiadiazole) copper [Cu].NC=1SC(=NN1)S.NC=1SC(=NN1)S